C(CC(=O)[O-])(=O)OCC=C.[Li+] lithium allyl malonate